C(C)OC(C(C(=O)C1=C(C=CC=C1)F)Cl)=O 2-chloro-3-(2-fluorophenyl)-3-oxopropionic acid ethyl ester